2-hydroxy-5-methoxy-3-(5-(trifluoromethyl)-2H-benzo[d][1,2,3]triazol-2-yl)benzyl methacrylate C(C(=C)C)(=O)OCC1=C(C(=CC(=C1)OC)N1N=C2C(=N1)C=CC(=C2)C(F)(F)F)O